COC(C1=CC=C(C(=C1)C(F)(F)F)O)=O 4-hydroxy-5-(trifluoromethyl)-benzoic acid methyl ester